7-fluoro-6-methoxy-2-methylquinazolin FC1=C(C=C2C=NC(=NC2=C1)C)OC